(E)-3,4-dimethoxy-N'-(1-(pyridin-2-yl)ethylidene)benzohydrazide COC=1C=C(C(=O)N/N=C(\C)/C2=NC=CC=C2)C=CC1OC